(E)-4-(2-ethylphenyl)-2,7-dimethyloct-2,6-dienal C(C)C1=C(C=CC=C1)C(/C=C(/C=O)\C)CC=C(C)C